bromobenzyl malonate C(CC(=O)[O-])(=O)OC(C1=CC=CC=C1)Br